CC=1C(=NC(=NC1)NC1CCC(CC1)N)C1=CN=C2N1C=C(C=C2)C2=CC=C(C=C2)CN2CCOCC2 (1r,4r)-N1-(5-Methyl-4-(6-(4-(morpholinomethyl)phenyl)imidazo[1,2-a]pyridin-3-yl)pyrimidin-2-yl)cyclohexane-1,4-diamine